C1[C@@H]([C@H]([C@@H](O[C@]1(C(=O)O)O[C@H]2[C@H]([C@H](O[C@H]([C@@H]2O)O[C@@H]3[C@H](OC([C@@H]([C@H]3O)O)O)CO)CO)O)[C@@H]([C@@H](CO)O)O)NC(=O)CO)O The molecule is an amino trisaccharide consisting of an N-glycoloylneuraminosyl residue linked alpha(2->3) to a lactose moiety. It has a role as a mammalian metabolite.